6-(6-(1H-1,2,4-triazol-3-yl)pyridin-3-yl)-4-((cis-4-hydroxycyclohexyl)methyl)-3,4-dihydropyrazino[2,3-b]pyrazin-2(1H)-one N1N=C(N=C1)C1=CC=C(C=N1)C=1N=C2C(=NC1)NC(CN2C[C@@H]2CC[C@@H](CC2)O)=O